(R)-3-(trifluoromethyl)-5a,6,8,9-tetrahydro-7H-pyrido[2',3':4,5]thiazolo[3,2-a]pyrazin FC(C1=CC2=C(N3[C@@H](CNCC3)S2)N=C1)(F)F